(4-fluorophenoxy)-1-(furan-2-yl)-N-methylpropylamine hydrochloride Cl.FC1=CC=C(ON(C)C(CC)C=2OC=CC2)C=C1